5-chloro-6-fluoro-1-iodoimidazo[1,5-a]pyridine-7-sulfonyl chloride ClC1=C(C(=CC=2N1C=NC2I)S(=O)(=O)Cl)F